5-(methoxycarbonyl)pyridin-3-thiolate COC(=O)C=1C=C(C=NC1)[S-]